C(C)NC(NCCC[Si](OCC)(OCC)OCC)=O 3-(3-ethylureido)propyltriethoxysilane